C(CC)OP(OCCC)(OCCC)=O Tripropyl-phosphoric acid